CC(CC(OC1=C(C=CC=C1)C)C1=CC=CC=C1)N methyl-3-phenyl-3-(o-tolyloxy)propan-1-amine